3-methylpentanediol diacrylate C(C=C)(=O)OC(CC(CC)C)OC(C=C)=O